4-Methyl-3-(4-pyrimidin-5-ylpyrazol-1-yl)-N-[4-(trifluoromethyl)-2-pyridyl]benzamide CC1=C(C=C(C(=O)NC2=NC=CC(=C2)C(F)(F)F)C=C1)N1N=CC(=C1)C=1C=NC=NC1